2-[2-(aminomethyl)-3,3-difluoro-allyl]-4-[4-(1,3-benzodioxol-5-yl)-2-pyridinyl]-1,2,4-triazol-3-one NCC(CN1N=CN(C1=O)C1=NC=CC(=C1)C1=CC2=C(OCO2)C=C1)=C(F)F